BrC1=CC=C(C=C1)N1CCN(CC1)CC=1C=C(C=CC1C(F)(F)F)C(CN(C)C)NC 1-(3-((4-(4-bromophenyl)piperazin-1-yl)methyl)-4-(trifluoromethyl)phenyl)-N1,N2,N2-trimethylethane-1,2-diamine